ClC=1C=NN(C1C1=CC(=NC(=N1)N1C(=CC=C1C)C)N1C[C@@H](CC1)N(C(OC(C)(C)C)=O)C)COCC[Si](C)(C)C tert-butyl (R)-(1-(6-(4-chloro-1-((2-(trimethylsilyl)ethoxy)methyl)-1H-pyrazol-5-yl)-2-(2,5-dimethyl-1H-pyrrol-1-yl)pyrimidin-4-yl)pyrrolidin-3-yl)(methyl)carbamate